FC(CN1CC(C1)CO)F (1-(2,2-difluoroethyl)azetidin-3-yl)methanol